C(C)(C)(C)N[C@@H](C)C(=O)N[C@H](C)C(=O)N[C@@H](CC(N)=O)C(=O)[O-] tert-butyl-L-alanyl-D-alanyl-L-asparaginate